C(#N)[C@@H](C[C@@H]1C(NCC1)=O)NC(=O)[C@@H]1[C@H]2C([C@H]2CN1C(=O)C1(C2=CC=CC=C2C=2C=CC=CC12)O)(C)C (1R,2S,5S)-N-((R)-1-cyano-2-((R)-2-oxopyrrolidin-3-yl)ethyl)-3-(9-hydroxy-9H-fluorene-9-carbonyl)-6,6-dimethyl-3-azabicyclo[3.1.0]hexane-2-carboxamide